C1(CC1)C1=NN(C=N1)C1CC2(CN(C2)C(=O)N2CC(C2)N2N=CC(=C2)OC(C(F)(F)F)C)C1 (6-(3-cyclopropyl-1H-1,2,4-triazol-1-yl)-2-azaspiro[3.3]heptan-2-yl)(3-(4-((1,1,1-trifluoropropan-2-yl)oxy)-1H-pyrazol-1-yl)azetidin-1-yl)methanone